3-(3,5-dimethylphenyl)cyclobutan-1-one CC=1C=C(C=C(C1)C)C1CC(C1)=O